C(C)C1=CN=C(S1)C=1C=C(C(=O)N[C@H](C)C=2N=NC(=CC2)C)C=C(C1)OC[C@@H]1COCC1 3-(5-Ethyl-1,3-thiazol-2-yl)-N-[(1R)-1-(6-methylpyridazin-3-yl)ethyl]-5-[(3S)-tetrahydrofuran-3-ylmethoxy]benzamide